C1(=CC=CC=C1)C1=NN2C(C=CC=C2)=C1C1=NC(=NC=C1)N[C@@H]1CN(CCC1)C(=O)C1=CC=C(C=C1)NC(C=C)=O (S)-N-(4-(3-((4-(2-phenylpyrazolo[1,5-a]pyridin-3-yl)pyrimidin-2-yl)amino)piperidine-1-carbonyl)phenyl)acrylamide